BrCC1=C(OC2=C1C(=CC=C2)Cl)F (bromomethyl)-4-chloro-2-fluoro-1-benzofuran